N-(3-(5-ethyl-1,3,4-oxadiazol-2-yl)phenyl)-2-fluorobenzamide C(C)C1=NN=C(O1)C=1C=C(C=CC1)NC(C1=C(C=CC=C1)F)=O